(trimethylsilyl)pyridazin C[Si](C)(C)C=1N=NC=CC1